(S)-1-((2S,3R)-3-(5-bromooxazol-2-yl)-2-((tert-butoxycarbonyl)amino)-3-ethoxypropanoyl)hexahydropyridazine-3-carboxylic acid BrC1=CN=C(O1)[C@@H]([C@@H](C(=O)N1N[C@@H](CCC1)C(=O)O)NC(=O)OC(C)(C)C)OCC